FC=1C(=C(C=CC1F)[C@H]1[C@@H](O[C@]([C@H]1C)(C(F)(F)F)C)C(=O)NC1=CC(=NC=C1)N(S(=O)C)C)OC |o1:8,9,11,12| rel-(2R,3S,4S,5R)-3-(3,4-difluoro-2-methoxyphenyl)-N-(2-(N,S-dimethylsulfinamido)pyridin-4-yl)-4,5-dimethyl-5-(trifluoromethyl)tetrahydrofuran-2-carboxamide